BrC1=CC=C(C=C1)C1=NC2=C(C=CC=C2C(N1)C(=O)NCCCl)Cl 2-(4-bromophenyl)-8-chloro-N-(2-chloroethyl)-3,4-dihydroquinazoline-4-carboxamide